CC1=NC(=NC(=C1)C)N1C[C@@H]2[C@H](C1)CN(C2)C(=O)N2C(=CC1=CC=CC=C21)C2=CC=CC=C2 ((3aR,6aS)-5-(4,6-dimethylpyrimidin-2-yl)hexahydropyrrolo[3,4-c]pyrrol-2(1H)-yl)(2-phenylindol-1-yl)methanone